C(C(=O)O)(=O)O.C=O methanone oxalate